O=C1N(CCC(N1)=O)N1C(C2=CC=C(C=C2C1=O)CN1CCC(=CC1)C=1OC=CC1)=O 2-(2,4-dioxotetrahydropyrimidin-1(2H)-yl)-5-((4-(furan-2-yl)-3,6-dihydropyridin-1(2H)-yl)methyl)isoindoline-1,3-dione